2-(5-bromopyridin-2-yl)acetic acid BrC=1C=CC(=NC1)CC(=O)O